Diphenylphosphoryl-Pyridinium azide [N-]=[N+]=[N-].C1(=CC=CC=C1)P(=O)(C1=CC=CC=C1)[N+]1=CC=CC=C1